CO[Si](CCCNCCC[Si](OC)(OC)OC)(OC)OC bis-[3-(trimethoxy-silyl)-propyl]-amine